C(C)(=O)O[C@H]1[C@H](N(C[C@@H]1O)C(=O)OC(C)(C)C)CC1=CC=C(C=C1)C#C tert-butyl (2R,3S,4S)-3-(acetyloxy)-2-[(4-ethynylphenyl)methyl]-4-hydroxypyrrolidine-1-carboxylate